COC1=C(C=C(C=C1)NC1=NC2=CC=CC=C2C(=N1)NC)OCCCN1CCCC1 N2-(4-methoxy-3-(3-(pyrrolidin-1-yl)propoxy)phenyl)-N4-methylquinazoline-2,4-diamine